C(C1=CC=CC=C1)OCC1=NN(C(N1CC)=O)C1=CC(=C(C(=O)NC2=C(C=NC=C2F)C#N)C=C1F)NC(C)C 4-(3-((Benzyloxy)methyl)-4-ethyl-5-oxo-4,5-dihydro-1H-1,2,4-triazol-1-yl)-N-(3-cyano-5-fluoropyridin-4-yl)-5-fluoro-2-(isopropylamino)benzamide